1,3,5-tris(4-t-butyl-3-hydroxy-2,5-dimethylbenzyl)-1,3,5-triazine C(C)(C)(C)C1=C(C(=C(CN2CN(CN(C2)CC2=C(C(=C(C(=C2)C)C(C)(C)C)O)C)CC2=C(C(=C(C(=C2)C)C(C)(C)C)O)C)C=C1C)C)O